7-((5-methoxy-4-nitro-9-oxo-9,10-dihydro-acridin-1-yl)amino)heptanoic acid COC1=C2NC=3C(=CC=C(C3C(C2=CC=C1)=O)NCCCCCCC(=O)O)[N+](=O)[O-]